(R)-N-(4-(3-((4-amino-5-(trifluoromethyl)pyrimidin-2-yl)amino)pyrrolidin-1-yl)quinazolin-7-yl)acrylamide NC1=NC(=NC=C1C(F)(F)F)N[C@H]1CN(CC1)C1=NC=NC2=CC(=CC=C12)NC(C=C)=O